COC(CO)(C1=CN=CN1[C@H](C)C1=CC=CC=C1)OC (R)-2,2-dimethoxy-2-(1-(1-phenylethyl)-1H-imidazol-5-yl)ethan-1-ol